ClC1=C(C=CC(=C1)C)NC1=NC(=NC=C1C(=O)N)NC1=C(C=C2CCN(CC2=C1)C)OC 4-[(2-chloro-4-methylphenyl)amino]-2-[(6-methoxy-2-methyl-1,2,3,4-tetrahydroisoquinolin-7-yl)amino]pyrimidine-5-carboxamide